5-ethyl-1,3,3,5,7-pentamethyloctahydrobenzo[c]isoxazole C(C)C1(CC2C(N(OC2(C)C)C)C(C1)C)C